6-bromo-8-(but-3-en-1-yloxy)quinoline BrC=1C=C2C=CC=NC2=C(C1)OCCC=C